1-[(dimethylamino)(morpholino)methylene]-1H-[1,2,3]triazolo[4,5-b]pyridine-1-ium 3-oxide hexafluorophosphate F[P-](F)(F)(F)(F)F.CN(C)C(=[N+]1N=[N+](C2=NC=CC=C21)[O-])N2CCOCC2